3-amino-N-(2-(1-(4-((4-amino-6-butoxy-2-oxo-2,3-dihydro-1H-imidazo[4,5-c]pyridin-1-yl)methyl)benzyl)piperidin-4-yl)ethyl)-4-fluorobenzamide NC=1C=C(C(=O)NCCC2CCN(CC2)CC2=CC=C(C=C2)CN2C(NC=3C(=NC(=CC32)OCCCC)N)=O)C=CC1F